4-(5-(3,5-dichlorophenyl)-5-(trifluoromethyl)-3-isoxazolyl)-benzoic acid methyl ester COC(C1=CC=C(C=C1)C=1NOC(C1)(C(F)(F)F)C1=CC(=CC(=C1)Cl)Cl)=O